NCCC(C)(O)C 4-amino-2-methylbutan-2-ol